(2R)-2-amino-4-cyclopropyl-butan-1-ol N[C@@H](CO)CCC1CC1